NC1(CCN(CC1)C(=O)OC(C)(C)C)C(=O)OC 1-tert-butyl 4-methyl 4-aminopiperidine-1,4-dicarboxylate